C(C)OCCN1N=CC(=C1)NC=1SC=CN1 2-[1-(2-Ethoxy-ethyl)-1H-pyrazol-4-ylamino]-thiazol